1,2-dihydroxy-3-propanesulfonic acid sodium [Na].OCC(CS(=O)(=O)O)O